3,5-dichloro-4-(trifluoromethoxy)phenyl-3-pyrrolidinecarboxamide ClC=1C=C(C=C(C1OC(F)(F)F)Cl)N1CC(CC1)C(=O)N